NC=1C=C(C=CC1F)[C@@H](N[S@](=O)C(C)(C)C)C1=CC=NC=C1 (R)-N-((R)-(3-amino-4-fluorophenyl)(pyridin-4-yl)methyl)-2-methylpropan-2-sulfinamide